methyl (2S)-3-(3-chlorophenyl)-2-[(2-methylpropan-2-yl)oxycarbonylamino]propanoate ClC=1C=C(C=CC1)C[C@@H](C(=O)OC)NC(=O)OC(C)(C)C